Dimethyl (3R,8aR)-6-acetyl-3-(5-nitro-1,3-dioxoisoindolin-2-yl)-2,3-dihydroindolizine-1,1(8aH)-dicarboxylate C(C)(=O)C1=CN2[C@@H](CC([C@H]2C=C1)(C(=O)OC)C(=O)OC)N1C(C2=CC=C(C=C2C1=O)[N+](=O)[O-])=O